C(C=C)N1N(C2=NC(=NC=C2C1=O)NC1=CC=C(C=C1)N1CCC2(CCN(C2)C(C(F)(F)F)=O)CC1)C1=CC=C2C(=N1)[C@@](CC2)(O)CC 2-allyl-1-[(7R)-7-ethyl-7-hydroxy-5,6-dihydrocyclopenta[b]pyridin-2-yl]-6-[4-[2-(2,2,2-trifluoroacetyl)-2,8-diazaspiro[4.5]decan-8-yl]anilino]pyrazolo[3,4-d]pyrimidin-3-one